NC=1C(=C(C(=O)OC)C(=C(C1)Cl)F)OCCCl Methyl 3-amino-5-chloro-2-(2-chloroethoxy)-6-fluorobenzoate